O=C1N(C(CC1)=O)C(OC(NCCOCCOCCC(=O)O)=O)C1C2=CC=CC=C2C=2C=CC=CC12 2,5-dioxopyrrolidin-1-yl-1-(9H-fluoren-9-yl)-3-oxo-2,7,10-trioxa-4-azatridecan-13-oic acid